FC1(CCC(CC1)NC1=CC(=NC(=N1)C=1SC=C(N1)C)CO)F (6-((4,4-difluorocyclohexyl)amino)-2-(4-methylthiazol-2-yl)pyrimidin-4-yl)methanol